(3S,4S)-8-(6-((1H-pyrazolo[3,4-b]pyridin-4-yl)thio)pyrido[2,3-b]pyrazin-2-yl)-3-methyl-2-oxa-8-azaspiro[4.5]decan-4-amine N1N=CC=2C1=NC=CC2SC=2C=CC=1C(=NC=C(N1)N1CCC3([C@@H]([C@@H](OC3)C)N)CC1)N2